2H-indazole-5-carboxylate N=1NC=C2C=C(C=CC12)C(=O)[O-]